1-methyl-3-phenyl-5-(3-trifluoromethylphenyl)-1H-pyridine CN1CC(=CC(=C1)C1=CC(=CC=C1)C(F)(F)F)C1=CC=CC=C1